ClC1=C(C(=CC=C1)C)NC(=O)N[C@@H](C)C=1N(N=CN1)C1=NC=CC=N1 1-(2-chloro-6-methyl-phenyl)-3-[(1S)-1-(2-pyrimidin-2-yl-1,2,4-triazol-3-yl)ethyl]urea